O=C1NC(CCC1N1C(C2=CC=C(C=C2C1=O)N(C1C2C=CC(C1NC)C2)C)=O)=O 2-(2,6-dioxopiperidin-3-yl)-5-(methyl(3-(methylamino)bicyclo[2.2.1]hept-5-en-2-yl)amino)isoindoline-1,3-dione